(S)-N-((1S,9S)-9-ethyl-5-fluoro-9-hydroxy-4-methyl-10,13-dioxo-2,3,9,10,13,15-hexahydro-1h,12h-benzo[de]pyrano[3',4':6,7]indolizino[1,2-b]quinolin-1-yl)-3-hydroxybutyramide C(C)[C@]1(C(OCC=2C(N3CC=4C(=NC=5C=C(C(=C6C5C4[C@H](CC6)NC(C[C@H](C)O)=O)C)F)C3=CC21)=O)=O)O